dimethyl-dodecyl-imidazole CC1=C(N=C(N1)CCCCCCCCCCCC)C